5-[4-[6-(cyclobutoxy)-5-methoxy-2-pyridinyl]phenyl]-5,5-difluoro-pentanoic acid C1(CCC1)OC1=C(C=CC(=N1)C1=CC=C(C=C1)C(CCCC(=O)O)(F)F)OC